tert-butyl (R)-3-amino-4-((5-cyclopropyl-6-(2-(ethoxymethoxy)-4-ethynylphenyl) pyridazin-3-yl) amino)-4-oxobutyrate N[C@H](CC(=O)OC(C)(C)C)C(=O)NC=1N=NC(=C(C1)C1CC1)C1=C(C=C(C=C1)C#C)OCOCC